1-(3-(7-(2,6-diazaspiro[3.3]heptan-2-yl)-3-(6-(trifluoromethyl)pyridin-3-yl)-1H-pyrazolo[4,3-b]pyridin-1-yl)azetidin-1-yl)-2-fluoroprop-2-en-1-one C1N(CC12CNC2)C2=C1C(=NC=C2)C(=NN1C1CN(C1)C(C(=C)F)=O)C=1C=NC(=CC1)C(F)(F)F